N-(3-(3,3-difluoro-2-methylallyl)-1,2,4-thiadiazol-5-yl)-4-(3-methoxyphenyl)furan-2-carboxamide FC(=C(CC1=NSC(=N1)NC(=O)C=1OC=C(C1)C1=CC(=CC=C1)OC)C)F